4-(4-Aminobenzyl)-N,2-dimethylbenzamide NC1=CC=C(CC2=CC(=C(C(=O)NC)C=C2)C)C=C1